6-fluoro-2-pyrrolidin-1-yl-4-[3-(trifluoromethyl)-7,8-dihydro-5H-1,6-naphthyridin-6-yl]quinazoline FC=1C=C2C(=NC(=NC2=CC1)N1CCCC1)N1CC=2C=C(C=NC2CC1)C(F)(F)F